2H-[1,2,3]triazol N=1NN=CC1